((1S,4R)-2-oxa-5-azabicyclo[2.2.1]hept-4-yl)methane-d2-ol [C@@H]12OC[C@@](NC1)(C2)C(O)([2H])[2H]